6-(5-(((6-ethylpyrimidin-4-yl)oxy)methyl)-1-methyl-1H-1,2,3-triazol-4-yl)-2-Methylpyridin-3-ol C(C)C1=CC(=NC=N1)OCC1=C(N=NN1C)C1=CC=C(C(=N1)C)O